ClC=1C(=NC=CC1)N1N=C(C=C1C(=O)NC=1C(=CC=2N(C1C(=O)NC)N=CC2)C)CN2N=C(N=N2)C(F)(F)F 6-(1-(3-Chloropyridin-2-yl)-3-((5-(trifluoromethyl)-2H-tetrazol-2-yl)methyl)-1H-pyrazol-5-carboxamido)-N,5-dimethylpyrazolo[1,5-a]pyridin-7-carboxamid